NC1CCN(CC1)C1=NC(=C2N=CN(C2=N1)C(C)C)NCC=1C(=NC=CC1)N1CCC2(CC1)CCN(CC2)C 2-(4-aminopiperidin-1-yl)-9-isopropyl-N-((2-(9-methyl-3,9-diazaspiro[5.5]undecan-3-yl)pyridin-3-yl)methyl)-9H-purin-6-amine